F[C@H]1CN(C[C@H]1OC1=NC(=CC2=C1C=CN2C)NC2=C(C=CC(=C2)F)C)C(C=C)=O 1-((3S,4R)-3-fluoro-4-((6-((5-fluoro-2-methylphenyl)amino)-1-methyl-1H-pyrrolo[3,2-c]pyridin-4-yl)oxy)pyrrolidin-1-yl)prop-2-en-1-one